lithium bis(hexamethyldisilazane) C[Si](N[Si](C)(C)C)(C)C.C[Si](N[Si](C)(C)C)(C)C.[Li]